Cl.C(C)OC(=O)[C@@H]1[C@H]2C([C@H]2CN1)(C)C (1R,2S,5S)-6,6-dimethyl-3-azabicyclo[3.1.0]hexane-2-carboxylic acid ethyl ester hydrochloride